CC=1C=NC=C(C(=O)NC2=CC(=CC=C2)[C@H](C)NC=2N=C3C(=NC2)NC=C3C=3C=NC=NC3)C1 (S)-5-methyl-N-(3-(1-((7-(pyrimidin-5-yl)-5H-pyrrolo[2,3-b]pyrazin-2-yl)amino)ethyl)phenyl)nicotinamide